NC=1C(=NC(=CN1)C1=CC(=C2CCN(CC2=C1)C)C)OC=1C=NN(C1)CCC#N 3-(4-((3-amino-6-(2,5-dimethyl-1,2,3,4-tetrahydroisoquinolin-7-yl)pyrazin-2-yl)oxy)-1H-pyrazol-1-yl)propanenitrile